N,8-di([1,1'-biphenyl]-2-yl)dibenzo[b,d]thiophen-2-amine C1(=C(C=CC=C1)NC1=CC2=C(SC3=C2C=C(C=C3)C3=C(C=CC=C3)C3=CC=CC=C3)C=C1)C1=CC=CC=C1